Neopentyl (4-((((4-nitrophenoxy)carbonyl)oxy)methyl)phenyl) sulfate S(=O)(=O)(OCC(C)(C)C)OC1=CC=C(C=C1)COC(=O)OC1=CC=C(C=C1)[N+](=O)[O-]